2-(di((9E,12E)-octadeca-9,12-dien-1-yl)amino)ethyl 3-(4-methylpiperazin-1-yl)propanoate CN1CCN(CC1)CCC(=O)OCCN(CCCCCCCC\C=C\C\C=C\CCCCC)CCCCCCCC\C=C\C\C=C\CCCCC